BrC1=CC=C2C=C(C(=NC2=C1)C1=CC2=NC=C(C=C2N1)C(F)(F)F)SCC 2-(7-bromo-3-ethylsulfanyl-quinolin-2-yl)-6-trifluoromethyl-1H-pyrrolo[3,2-b]pyridine